FC=1C=C2C=C(C=NC2=CC1F)NC1=NC(=NC=C1)NC=1C=NC(=C(C1)OC)N1CCN(CC1)CC(F)(F)F 4-(6,7-difluoro-3-quinolylamino)-2-{5-methoxy-6-[4-(2,2,2-trifluoroethyl)-1-piperazinyl]-3-pyridylamino}pyrimidine